C(C)SC=1OC2=CC=C(C=C2C(C1C)=O)C 2-ethylsulfanyl-3,6-dimethyl-chromen-4-one